3-bromo-6-(1-methylpyrazol-4-yl)-5-(trifluoromethyl)pyridin-2-amine BrC=1C(=NC(=C(C1)C(F)(F)F)C=1C=NN(C1)C)N